1,7-dibromofluorene BrC1=CC=CC=2C3=CC=C(C=C3CC12)Br